Cl.C12NCC(CC1)(CC2)NC(C)=O N-(2-azabicyclo[2.2.2]oct-4-yl)acetamide hydrochloride